3,4-dichloroisothiazole-5-carboxylic acid sodium salt [Na+].ClC1=NSC(=C1Cl)C(=O)[O-]